C(=O)(O)C=1C=C(C=CC1C(=O)O)S(=O)(=O)C1=CC(=C(C=C1)C(=O)O)C(=O)O bis(3,4-dicarboxyphenyl)sulfone